FC1=C(C=C(C=N1)NC(=O)C=1C(=C(N2CCCCC12)C(C(=O)N[C@@H](C)C1=NC(=NO1)C)=O)C)C (S)-N-(6-fluoro-5-methylpyridin-3-yl)-2-methyl-3-(2-((1-(3-methyl-1,2,4-oxadiazol-5-yl)ethyl)amino)-2-oxoacetyl)-5,6,7,8-tetrahydroindolizine-1-carboxamide